FC1=CC=C(C=C1)CCCCCCCN 7-(4-fluorophenyl)heptan-1-amine